10-phenyl-7,9-decadienyl bromide C1(=CC=CC=C1)C=CC=CCCCCCCBr